C1(=CC=CC=C1)NC=1N(C2=NC=NC=C2N1)C1CN(CCC1)C(C=C)=O 8-phenylamino-9-(N-acryloyl-3-piperidinyl)-9H-purine